CN1C=2C=CC(=NC2C=C(C1=O)C#N)C#N 5-methyl-6-oxo-5,6-dihydro-1,5-naphthyridin-2,7-dicarbonitril